(2S,4R)-4-(difluoromethoxy)-1-((4-phenoxybutanoyl)glycyl)pyrrolidine-2-carboxylic acid FC(O[C@@H]1C[C@H](N(C1)C(CNC(CCCOC1=CC=CC=C1)=O)=O)C(=O)O)F